FC=1C=CC(=NC1)C(C)O 1-(5-Fluoropyridin-2-yl)ethan-1-ol